FC1=C(C=CC=C1)NC=1N=C(N=NC1C(=O)N)NC=1C=C2CCN(CC2=CC1OC)C ((2-fluorophenyl)amino)-3-((7-methoxy-2-methyl-1,2,3,4-tetrahydroisoquinolin-6-yl)amino)-1,2,4-triazine-6-carboxamide